FC(C=1C=CC=2N(N1)C(=CN2)C2=CC(=NC=N2)N2CCC(CC2)CCN2CC(CC2)O)F 1-(2-(1-(6-(6-(Difluoromethyl)imidazo[1,2-b]pyridazin-3-yl)pyrimidin-4-yl)piperidin-4-yl)ethyl)pyrrolidin-3-ol